CC12CCC(CC2O1)(O)C(C)C 6-methyl-3-isopropyl-7-oxabicyclo[4.1.0]heptane-3-ol